[2-({[(3-fluoro(2-pyridyl))cyclobutyl]methyl}amino)pyrimidin-5-yl]-N-(3-methylpyrazol-5-yl)carboxamide FC=1C(=NC=CC1)C1(CCC1)CNC1=NC=C(C=N1)C(=O)NC1=CC(=NN1)C